CN(C)C1=CC=C(C=C1)C(=C2C=CC(=[N+](C)C)C=C2)C3=CC=C(C=C3)N(C)C The molecule is an iminium ion that is malachite green cation in which the hydrogen at the para- psition of the monosubstituted phenyl group is replaced by a dimethylamino group. It has a role as an antibacterial agent and an antifungal agent.